IC1=CC=C(C=C1)NC(=O)NC(C(=O)OC)CC1=CC=CC=C1 methyl 2-({[(4-iodophenyl) amino] carbonyl} amino)-3-phenylpropionate